(S)-N-(2-(4-hydroxy-4-methylpentan-2-yl)-6-morpholino-1-oxoisoindolin-5-yl)pyrazolo[1,5-a]pyrimidine-3-carboxamide OC(C[C@H](C)N1C(C2=CC(=C(C=C2C1)NC(=O)C=1C=NN2C1N=CC=C2)N2CCOCC2)=O)(C)C